C(#N)C=1C(=C2C(=NC1)N(C=C2)COCC[Si](C)(C)C)N2CC1(CCN1C(=O)NC1=NC(=NS1)OC)CCC2 6-(5-cyano-1-((2-(trimethylsilyl)ethoxy)methyl)-1H-pyrrolo[2,3-b]pyridin-4-yl)-N-(3-Methoxy-1,2,4-thiadiazol-5-yl)-1,6-diazaspiro[3.5]nonane-1-carboxamide